N6-pentanoyl-adenosine C(CCCC)(=O)NC=1C=2N=CN([C@H]3[C@H](O)[C@H](O)[C@@H](CO)O3)C2N=CN1